[1-Methyl-2-[(1,2,2-trimethyl-bicyclo[3.1.0]hex-3-yl)methyl]cyclopropyl]methanol CC1(C(C1)CC1C(C2(CC2C1)C)(C)C)CO